CC(CCO)CC=C(CCCCCCCC)C 3,6-dimethyltetradec-5-en-1-ol